C(\C=C\C)(=O)OC(C)C isopropyl (E)-but-2-enoate